methyl [2-({[1-(4-chlorophenyl)-1H-pyrazol-3-yl] oxy} methyl) phenyl]methoxycarbamate ClC1=CC=C(C=C1)N1N=C(C=C1)OCC1=C(C=CC=C1)CONC(OC)=O